C1(=CCCCCCCCC1)C=C cyclodecenyl-ethylene